C=C1CC(C1)C(=O)[O-] 3-methylenecyclobutane-1-carboxylate